N-(5-(2-(2,2-dimethylpyrrolidin-1-yl)acetamido)-2-methylpyridin-3-yl)-2-(2-methoxypyridin-4-yl)pyrazolo[5,1-b]thiazole-7-carboxamide CC1(N(CCC1)CC(=O)NC=1C=C(C(=NC1)C)NC(=O)C=1C=NN2C1SC(=C2)C2=CC(=NC=C2)OC)C